COC1=CC=C(C=C1)C1=NC2=CC=CC=C2C(=C1)NCCCN(CCC1NCCCC1)C N1-(2-(4-methoxyphenyl)quinolin-4-yl)-N3-methyl-N3-(2-(piperidin-2-yl)ethyl)propane-1,3-diamine